6-Chloro-2-fluoro-3-(6-fluoro-5-(4-(methylsulfonyl)piperazin-1-yl)-1H-indazol-1-yl)phenol ClC1=CC=C(C(=C1O)F)N1N=CC2=CC(=C(C=C12)F)N1CCN(CC1)S(=O)(=O)C